5-(prop-1-en-2-yl)-2-((2-(trimethylsilyl)ethoxy)methyl)phthalazin-1(2H)-one C=C(C)C1=C2C=NN(C(C2=CC=C1)=O)COCC[Si](C)(C)C